(S)-2-((2-((S)-4-(difluoromethyl)-2-oxooxazolidin-3-yl)-5,6-dihydrobenzo[f]imidazo[1,2-d][1,4]oxazepin-9-yl)(methyl)amino)propanamide FC([C@H]1N(C(OC1)=O)C=1N=C2N(CCOC3=C2C=CC(=C3)N([C@H](C(=O)N)C)C)C1)F